(2R,3S,5S)-4-[[3-(2,4-Difluoro-3-methyl-phenyl)-5-methyl-5-(trifluoromethyl)tetrahydrofuran-2-carbonyl]amino]pyridin-2-carboxamid FC1=C(C=CC(=C1C)F)[C@H]1[C@@H](O[C@@](C1)(C(F)(F)F)C)C(=O)NC1=CC(=NC=C1)C(=O)N